C(C)(C)(C)C1=C(OP2OCC3(CO2)COP(OC3)OC3=C(C(=C(C=C3)C)C(C)(C)C)C(C)(C)C)C=CC(=C1C(C)(C)C)C 3,9-bis(2,3-di-tert-butyl-4-methylphenoxy)-2,4,8,10-tetraoxa-3,9-diphosphaspiro[5.5]undecane